[1,2,4]triazolo[3,4-b][1,3,4]thiadiazine C1=CSC2=NN=CN2N1